C(C1=CC=CC=C1)OC1=C(C=C(C(=C1)F)Br)CC 1-(Benzyloxy)-4-bromo-2-ethyl-5-fluorobenzene